FC1=CC=C(C=C1)[C@@H](C)N(C(=O)NC1=CC=C(C=C1)C(F)(F)F)CCN1CCCC1 (R)-1-(1-(4-Fluorophenyl)ethyl)-1-(2-(pyrrolidin-1-yl)ethyl)-3-(4-(trifluoromethyl)phenyl)urea